2-(tert-butyl)-2H-1,2,3-triazole-4-carboxylic acid C(C)(C)(C)N1N=CC(=N1)C(=O)O